2-(isocyanatomethyl)thiophene N(=C=O)CC=1SC=CC1